ClC=1C=C(C(=O)O)C=C(C1)C(F)F 3-chloro-5-(difluoromethyl)benzoic acid